tert-Butyl 3-(3-methoxy-4-nitrophenyl)-2,5-dihydropyrrole-1-carboxylate COC=1C=C(C=CC1[N+](=O)[O-])C=1CN(CC1)C(=O)OC(C)(C)C